trihydrogen phosphate P(=O)(O)(O)O